6-bromo-4-chloro-3-methylcinnoline Phosphorus(V) [P+5].BrC=1C=C2C(=C(N=NC2=CC1)C)Cl